3-((3R,4S)-1-(2-chloro-4-fluorophenethyl)-3-((dimethylamino)methyl)-4-hydroxypiperidin-4-yl)benzamide hydrochloride Cl.ClC1=C(CCN2C[C@H]([C@](CC2)(O)C=2C=C(C(=O)N)C=CC2)CN(C)C)C=CC(=C1)F